1-(1-acetylpiperidin-4-yl)-3-(3,4-dimethoxybenzyl)-6-[2-fluoro-1-(fluoromethyl)ethoxy]quinazoline-2,4(1H,3H)-dione C(C)(=O)N1CCC(CC1)N1C(N(C(C2=CC(=CC=C12)OC(CF)CF)=O)CC1=CC(=C(C=C1)OC)OC)=O